N-((1H-benzo[d]imidazol-2-yl)sulfonyl)-3-(3,7-dimethylocta-2,6-dien-1-yl)-2,4-dihydroxy-6-pentylbenzamide N1C(=NC2=C1C=CC=C2)S(=O)(=O)NC(C2=C(C(=C(C=C2CCCCC)O)CC=C(CCC=C(C)C)C)O)=O